(1R,2S,5S)-6,6-dimethyl-3-{N-[(trifluoromethyl)sulfonyl]-L-valyl}-3-azabicyclo[3.1.0]hexane-2-carboxylic acid CC1([C@H]2CN([C@@H]([C@@H]12)C(=O)O)C([C@@H](NS(=O)(=O)C(F)(F)F)C(C)C)=O)C